ClC=1C=CC2=C(CC3(CC=4N2C(=NN4)C4CCN(CC4)[C@H]4COCC4)OCCO3)C1 8'-chloro-1'-(1-[(3R)-tetrahydrofuran-3-yl]piperidin-4-yl)-4'H,6'H-spiro[1,3-dioxolane-2,5'-[1,2,4]triazolo[4,3-a][1]benzazepine]